tert.-Butyl-3-{[2-(4-isopropylphenyl)imidazo[1,2-a]pyrimidin-3-yl] methyl}-3,8-diazabicyclo-[3.2.1]octan-8-carboxylat C(C)(C)(C)OC(=O)N1C2CN(CC1CC2)CC2=C(N=C1N2C=CC=N1)C1=CC=C(C=C1)C(C)C